3-chloro-N-(2,4-dichloro-6-(2-(2-methylbenzylidene)hydrazinecarbonyl)phenyl)-5-(trifluoromethyl)picolinamide ClC=1C(=NC=C(C1)C(F)(F)F)C(=O)NC1=C(C=C(C=C1C(=O)NN=CC1=C(C=CC=C1)C)Cl)Cl